CS(=O)(=O)C1=NC=CC(=N1)OC1=CC=C(C=C1)C1CN(C1)C(=O)N1C[C@@H]2[C@@H](OCC(N2)=O)CC1 (+)-(4aR,8aS)-6-[3-[4-(2-methylsulfonylpyrimidin-4-yl)oxyphenyl]azetidine-1-carbonyl]-4,4a,5,7,8,8a-hexahydropyrido[4,3-b][1,4]oxazin-3-one